ethyl 6-bromo-8-chloro-[1,2,4]triazolo[4,3-a]pyridine-3-carboxylate BrC=1C=C(C=2N(C1)C(=NN2)C(=O)OCC)Cl